C(C=C)C(C(=O)O)CCCC.C(CCCCC)(=O)OCC=C ALLYL HEXANOATE (prop-2-enyl hexanoate)